3-fluoro-4-(3-(hydroxy-methyl)-2,5-dioxo-4-(4-(trifluoromethyl)-benzyl)piperazin-1-yl)-benzonitrile FC=1C=C(C#N)C=CC1N1C(C(N(C(C1)=O)CC1=CC=C(C=C1)C(F)(F)F)CO)=O